9'H-9,1':6',9''-tercarbazole C1=CC=CC=2C3=CC=CC=C3N(C12)C1=CC=CC=2C3=CC(=CC=C3NC12)N1C2=CC=CC=C2C=2C=CC=CC12